BrC=1SC2=C(C1CCCO)C=CC=C2 3-(2-bromobenzothiophen-3-yl)propan-1-ol